N[C@H]1C[C@H](N(C1)C1=C(C=CC(=C1)C=1C=NC=CC1C#N)NC(C1=NC(=CC=C1)C1=C(C=CC=C1OC)F)=O)CO N-(2-((2S,4S)-4-amino-2-(hydroxymethyl)pyrrolidin-1-yl)-4-(4-cyanopyridin-3-yl)phenyl)-6-(2-fluoro-6-methoxyphenyl)picolinamide